1-[(4-bromo-2-methoxy-phenyl)methyl]azetidin-3-ol BrC1=CC(=C(C=C1)CN1CC(C1)O)OC